methyl (S)-2-(2-(1,1-difluoroethyl)-4-fluorophenyl)-3-(4-((1-(3-fluoropropyl)pyrrolidin-3-yl)oxy)phenoxy)benzo[b]thiophene-6-carboxylate FC(C)(F)C1=C(C=CC(=C1)F)C1=C(C2=C(S1)C=C(C=C2)C(=O)OC)OC2=CC=C(C=C2)O[C@@H]2CN(CC2)CCCF